Cl.N[C@@H](CCCCN)C(=O)O |r| dL-Lysine monohydrochloride